O[C@H]1[C@@H](CCCC1)NC1=NN=C(C=2C3CCC(C12)O3)C3=C(C=C(C=C3)C(F)(F)F)O 2-(4-(((1R,2R)-2-hydroxycyclohexyl)amino)-5,6,7,8-tetrahydro-5,8-epoxyphthalazin-1-yl)-5-(trifluoromethyl)phenol